C(C)(C)(C)C=1C=C(C=CC1)[C@H](C)NC(=O)C1=CC=C2C(=C(N(C2=C1)CC)C)CC=1C=C(OC(C(=O)OC)(C)C)C=CC1 methyl (S)-2-(3-((6-((1-(3-(tert-butyl)phenyl)ethyl)carbamoyl)-1-ethyl-2-methyl-1H-indol-3-yl)methyl)phenoxy)-2-methylpropanoate